2-amino-4-(p-fluorophenyl)-5-methylthiothiazole NC=1SC(=C(N1)C1=CC=C(C=C1)F)SC